tert-Butyl (4-(8-amino-3-(3-(4-methylpiperazin-1-yl)propyl)imidazo[1,5-a]pyrazin-1-yl)-2-methoxyphenyl)carbamate NC=1C=2N(C=CN1)C(=NC2C2=CC(=C(C=C2)NC(OC(C)(C)C)=O)OC)CCCN2CCN(CC2)C